N1(C=NC2=C1C=CC=C2)CC(=O)N2C(CC(C2)F)C(=O)NC(C2=CC=CC=C2)C2=CC(=C(C=C2)C(C)C)F 1-[2-(1H-1,3-benzodiazol-1-yl)acetyl]-4-fluoro-N-{[3-fluoro-4-(propan-2-yl)phenyl](phenyl)methyl}pyrrolidine-2-carboxamide